C(#N)C1=CC=C(C=C1)N1N=C(C(=C1C)NC1=CC(=NC=N1)N1N=C(C(=C1C)CC(=O)OCC)C)C ethyl [1-(6-{[1-(4-cyanophenyl)-3,5-dimethyl-1H-pyrazol-4-yl]amino}pyrimidin-4-yl)-3,5-dimethyl-1H-pyrazol-4-yl]acetate